Cl.NC(=O)C(CN)N (aminocarbonyl)-1,2-diaminoethane hydrochloride